FC=1C=C(C=CC1C(C)(C)O)NC(=O)C=1C(N(C=CC1)C1=C(C=CC=C1)OCC(F)(F)F)=O N-[3-fluoro-4-(2-hydroxypropan-2-yl)phenyl]-2-oxo-1-[2-(2,2,2-trifluoroethoxy)phenyl]-1,2-dihydropyridine-3-carboxamide